C1(CCC1)OC1=C(C=C(C=C1)NC(=O)C1=COC2=C1C=CC(=C2)C(=O)OCC)F ethyl 3-((4-cyclobutoxy-3-fluorophenyl)carbamoyl)benzofuran-6-carboxylate